5-(Cyclopentylmethyl)-N-(4-(5-(4-hydroxybutoxy)-2-(trifluoromethyl)phenyl)pyridin-2-yl)-4H-1,2,4-triazole-3-carboxamide C1(CCCC1)CC=1NC(=NN1)C(=O)NC1=NC=CC(=C1)C1=C(C=CC(=C1)OCCCCO)C(F)(F)F